8-Acetyl-6-methyl-2-(1-phenylcyclopropyl)chromen-4-one C(C)(=O)C=1C=C(C=C2C(C=C(OC12)C1(CC1)C1=CC=CC=C1)=O)C